7-methoxy-2,8-dimethyl-N-(5-(piperazin-1-yl)pyridin-2-yl)imidazo[1,2-a]pyridine-6-carboxamide HCl Salt Cl.COC1=C(C=2N(C=C1C(=O)NC1=NC=C(C=C1)N1CCNCC1)C=C(N2)C)C